CN(C(=O)[C@H]1C[C@H](N(CC1)C(=O)N1CC2(CCCC2)[C@@H](CC1)CN1C=NC(=CC1=O)C1=CC=CC=C1)C1=CC=CC=C1)C (2S,4R)-N,N-Dimethyl-1-((R)-10-((6-oxo-4-phenylpyrimidin-1(6H)-yl)methyl)-7-azaspiro[4.5]decane-7-carbonyl)-2-phenylpiperidine-4-carboxamide